Cl.CC1(C(C1)N)C 2,2-dimethylcyclopropan-1-amine hydrochloride